6-[2-(3-pyridinyl)-5-thiazolyl]-tetrahydrobenzoxazepine N1=CC(=CC=C1)C=1SC(=CN1)C1=CC=CC2=C1CCCNO2